2-(6-chloro-1-(cyclopropylmethyl)-1H-pyrrolo[2,3-b]pyridin-2-yl)-4-fluoro-6-(methoxycarbonyl)pyrazolo[1,5-a]pyridine-3-carboxylic acid ClC1=CC=C2C(=N1)N(C(=C2)C2=NN1C(C(=CC(=C1)C(=O)OC)F)=C2C(=O)O)CC2CC2